1-(5-(3-cyano-6-ethoxypyrazolo[1,5-a]pyridin-4-yl)pyridin-2-yl)-N-isobutyl-4-(((2-methoxyethyl)(methyl)amino)methyl)piperidine-4-carboxamide C(#N)C=1C=NN2C1C(=CC(=C2)OCC)C=2C=CC(=NC2)N2CCC(CC2)(C(=O)NCC(C)C)CN(C)CCOC